5-(3,5-difluorophenyl)-3-((pyridin-4-ylmethyl)amino)-4H-benzo[e][1,2,4]thiadiazine 1,1-dioxide FC=1C=C(C=C(C1)F)C1=CC=CC2=C1NC(=NS2(=O)=O)NCC2=CC=NC=C2